Hex-2-enedioic acid C(C=CCCC(=O)O)(=O)O